OC=1C=C(C=CC1)C1=CC2=C(C(=NO2)NS(=O)(=O)C2=C(C=CC=C2OC)OC)C(=C1)OC N-(6-(3-Hydroxyphenyl)-4-methoxybenzo[d]isoxazol-3-yl)-2,6-dimethoxybenzenesulfonamide